C1(CC1)N(CCC(=O)N1CC2CCC(C1)N2C2=CC=C(C=N2)C#N)CC2=CC=CC=1N2N=CN1 6-(3-{3-[cyclopropyl({[1,2,4]triazolo[1,5-a]pyridin-5-yl}methyl)amino]propanoyl}-3,8-diazabicyclo[3.2.1]octan-8-yl)pyridine-3-carbonitrile